ethyl 6-(4-methylpiperidin-1-yl)benzo[b]thiophene-2-carboxylate CC1CCN(CC1)C=1C=CC2=C(SC(=C2)C(=O)OCC)C1